OCC1CCN(CC1)C=1C=CC2=C(NC(=N2)C2=CC(=CN2)C(=O)C2=C(C=CC=C2)C(F)(F)F)C1 (5-(6-(4-(hydroxymethyl)piperidin-1-yl)-1H-benzo[d]imidazol-2-yl)-1H-pyrrol-3-yl)(2-(trifluoromethyl)phenyl)methanone